5-((8-Amino-7-fluoro-6-(8-methyl-2,3-dihydro-1H-pyrido[2,3-b][1,4]oxazin-7-yl)isoquinolin-3-yl)amino)-2,3,3-trimethylisoindolin-1-one NC=1C(=C(C=C2C=C(N=CC12)NC=1C=C2C(N(C(C2=CC1)=O)C)(C)C)C1=C(C2=C(OCCN2)N=C1)C)F